CN1N=CC(=C1)OC=1C(=C(C=CC1)S)Cl (1-methylpyrazole-4-oxy)-2-chloro-thiophenol